CC(C)P(CCCCCCCC)CCCCCCCC 2-propylbis-(1-octyl)phosphine